BrC1=C(C=C(C=C1)C1N(CCC1)C(=O)OC(C)(C)C)C tertbutyl 2-(4-bromo-3-methyl-phenyl)pyrrolidine-1-carboxylate